6-(3-(5-(1-ethylpiperidin-4-yl)-4-methylpyridin-2-yl)-4-(2,2,2-trifluoroethyl)-1H-pyrazol-5-yl)-8-methoxy-[1,2,4]triazolo[1,5-a]pyridine C(C)N1CCC(CC1)C=1C(=CC(=NC1)C1=NNC(=C1CC(F)(F)F)C=1C=C(C=2N(C1)N=CN2)OC)C